FC(N1C(=NC2=C(C=C(C=C2C1=O)F)[C@@H](C)NC1=C(C=CC=C1)S(=O)(=O)C)N1CCOCC1)F (R)-3-(Difluoromethyl)-6-fluoro-8-(1-((2-(methylsulfonyl)phenyl)amino)ethyl)-2-morpholinoquinazolin-4(3H)-one